2-hexyl-1,3-dioxolane-4-methanol C(CCCCC)C1OCC(O1)CO